C1(C=2N(C=NN1)C=CC2)=O 2H-pyrrolo[1,2-d][1,2,4]triazin-1-one